C(C)(C)(C)C=1C=C(CC(C(=O)O)C)C=C(C1O)C(C)(C)C (3,5-di-tert-butyl-4-hydroxybenzyl)propionic acid